(R*)-7-((cyclopropyl(pyrimidin-2-yl)methyl)amino)-6-(5,6-dimethoxy-1H-benzo[d]imidazol-2-yl)-2-methyl-2H-pyrazolo[4,3-b]pyridin-5(4H)-one C1(CC1)[C@H](C1=NC=CC=N1)NC=1C=2C(NC(C1C1=NC3=C(N1)C=C(C(=C3)OC)OC)=O)=CN(N2)C |o1:3|